(cis)-3-(4-chloro-6-(5,5-dimethyl-1,3,2-dioxaborinan-2-yl)-1-((2-(trimethylsilyl)ethoxy)methyl)-1H-benzo[d]imidazol-2-yl)-1-methylcyclobutan-1-ol ClC1=CC(=CC=2N(C(=NC21)C2CC(C2)(O)C)COCC[Si](C)(C)C)B2OCC(CO2)(C)C